C(#N)C1=CC(=C(C=C1)C1=C2C(=C(N=N1)N[C@H]1CN(CCC1)C(=O)O)C=NC=C2)O (R)-3-((1-(4-cyano-2-hydroxyphenyl)pyrido[3,4-d]pyridazin-4-yl)amino)piperidine-1-carboxylic acid